4-(4-{[2-(3,4-dimethoxyphenyl)-1,3-thiazol-4-yl]methyl}piperazin-1-yl)-N,6-dimethylpyrimidin-2-amine COC=1C=C(C=CC1OC)C=1SC=C(N1)CN1CCN(CC1)C1=NC(=NC(=C1)C)NC